C(C)(C)(C)OO tertiary butyl hydrogen peroxide